(S)-2-bromo-1-(oxetan-2-ylmethyl)-4-(trifluoromethyl)-1H-imidazole-5-carboxylic acid ethyl ester C(C)OC(=O)C1=C(N=C(N1C[C@H]1OCC1)Br)C(F)(F)F